6-phenyl-quinoxalino[2,1-b]quinazolin-12-on C1(=CC=CC=C1)C1=NC=2C=CC=CC2N2C1=NC=1C=CC=CC1C2=O